C(CCC)[P+](C1=CC=CC=C1)(C1=CC=CC=C1)C1=CC=CC=C1 butyltriphenyl-Phosphonium